C(CCCCCCC#CCCCCCCCC)(=O)O 8-heptadecynic acid